Methyl p-chlorophenyldiazoacetate ClC1=CC=C(C=C1)C(C(=O)OC)=[N+]=[N-]